4-methylsulfonyl-N-prop-2-ynyl-2-(tridecylmethoxy)aniline CS(=O)(=O)C1=CC(=C(NCC#C)C=C1)OCCCCCCCCCCCCCC